CC1[C@]2(C(N(C1)C1=CC=CC=C1)=O)CC1=CC=C(C=C1C2)C(=O)OC2CC(C2)OC2=NC=C(C=C2)Br (1r,3r)-3-((5-bromopyridin-2-yl)oxy)cyclobutan-1-ol Methyl-(S)-2'-oxo-1'-phenyl-1,3-dihydrospiro[indene-2,3'-pyrrolidine]-5-carboxylate